4-bromo-2-(3-ethoxy-N-(4-methoxybenzyl)-3-oxopropanamido)-3,5,6-trifluorobenzoic acid BrC1=C(C(=C(C(=O)O)C(=C1F)F)N(C(CC(=O)OCC)=O)CC1=CC=C(C=C1)OC)F